C(C)OC(CN1N=C(C2=C(C1=O)SC(=C2)N=C(C2=CC=CC=C2)C2=CC=CC=C2)C(C)C)=O {2-[(diphenylmethylene)amino]-7-oxo-4-(propan-2-yl)-6H,7H-thieno[2,3-d]pyridazin-6-yl}acetic acid ethyl ester